FC=1C=C(C2=C(C(=NS2)C=2CN(CCC2)C(=O)OC(C)(C)C)C1)F tert-Butyl 3-(5,7-difluoro-1,2-benzothiazol-3-yl)-5,6-dihydro-2H-pyridine-1-carboxylate